C1(C(C(C1C(=O)O)C(=O)O)C(=O)O)C(=O)O cyclobutane-1,2,3,4-tetracarboxylic acid